methyl 6-((1-(5-((tert-butoxycarbonyl)amino)pentyl)-5-((4-methylpiperazin-1-yl)methyl)-1H-benzo[d]imidazol-2-yl)carbamoyl)picolinate C(C)(C)(C)OC(=O)NCCCCCN1C(=NC2=C1C=CC(=C2)CN2CCN(CC2)C)NC(=O)C2=CC=CC(=N2)C(=O)OC